CC1([C@@H]2CCC([C@@H]([C@]2(CCC1)C)CC/C(=C/CO)/C)=C)C (E)-5-[(1S,4aS,8aS)-5,5,8a-trimethyl-2-methylene-decalin-1-yl]-3-methyl-pent-2-en-1-ol